NC=1C=CC2=C(CNC[C@H](C2)CC)N1 (6S)-2-amino-6-ethyl-5,6,7,9-tetrahydro-8H-pyrido[2,3-c]azepine